C1(CC1)C#C[C@@]1(NC(NC2=CC(=C(C=C12)F)CN1C=NC=C(C1=O)CO)=O)C(F)(F)F (S)-4-(cyclopropylethynyl)-6-fluoro-7-((5-(hydroxymethyl)-6-oxopyrimidin-1(6H)-yl)methyl)-4-(trifluoromethyl)-3,4-dihydroquinazolin-2(1H)-one